S(N)(OC[C@H]1OC2(O[C@@H]1C1=C(C=C(C=C1)Cl)Cl)CCCCC2)(=O)=O ((2R,3R)-3-(2,4-dichlorophenyl)-1,4-dioxaspiro[4.5]decan-2-yl)methyl sulfamate